tert-butyl [2-(2-aminoethoxy)ethoxy]ethylcarbamate NCCOCCOCCNC(OC(C)(C)C)=O